N-(2-fluoro-4-methyl-5-(2-((1-methyl-1H-pyrazol-4-yl)amino)-8,9-dihydroimidazo[1',2':1,6]pyrido[2,3-d]pyrimidin-6-yl)phenyl)-4-(trifluoromethyl)picolinamide FC1=C(C=C(C(=C1)C)C1=CC2=C(N=C(N=C2)NC=2C=NN(C2)C)N2C1=NCC2)NC(C2=NC=CC(=C2)C(F)(F)F)=O